C(C=C)OCC(C(=O)OCCOCCOCC)=C ethoxyethoxyethyl α-allyloxymethylacrylate